ClC1=CC2=C(C=C3N2C(=NN(C3=O)CC(=O)N[C@H]3C[C@](CCC3)(C)O)C(C)C)S1 2-(2-Chloro-5-isopropyl-8-oxothieno[2',3':4,5]pyrrolo[1,2-d][1,2,4]triazin-7(8H)-yl)-N-((1R,3R)-3-hydroxy-3-methyl-cyclohexyl)acetamide